5-{6-[(4,4-difluorobutyl)amino]-1-fluoro-3-hydroxynaphthalen-2-yl}-1λ6,2,5-thiadiazolidine-1,1,3-trione FC(CCCNC=1C=C2C=C(C(=C(C2=CC1)F)N1CC(NS1(=O)=O)=O)O)F